(R)-4-((4'-carbamoyl-2'-methyl-[1,1'-biphenyl]-3-yl)methyl)morpholine-3-carboxylic acid methyl ester COC(=O)[C@@H]1N(CCOC1)CC=1C=C(C=CC1)C1=C(C=C(C=C1)C(N)=O)C